2-ethoxyethyl(trimethyl)-ammonium 3-chlorosalicylate ClC1=C(C(C(=O)[O-])=CC=C1)O.C(C)OCC[N+](C)(C)C